ClC1=CC=C(C=C1)C1=C(C(=NN1C1=C(C=C(C=C1)Cl)Cl)C(=O)NC1=CC=C(C(=O)OC)C=C1)C Methyl 4-(5-(4-chlorophenyl)-1-(2,4-dichlorophenyl)-4-methyl-1H-pyrazole-3-carboxamido)benzoate